4-(4,4,5,5-tetramethyl-1,3,2-dioxaborolan-2-yl)-3,6-dihydropyridin CC1(OB(OC1(C)C)C=1CC=NCC1)C